CC1=CC(=NC(=N1)[C@@H]1COCC1)NC1=CC(=NC=C1C1=NN2C(CN(CC2)C)=C1)NC(C)=O (R)-N-(4-((6-methyl-2-(tetrahydrofuran-3-yl)pyrimidin-4-yl)amino)-5-(5-methyl-4,5,6,7-tetrahydropyrazolo[1,5-a]pyrazin-2-yl)pyridin-2-yl)acetamide